6-(4-methylpiperazin-1-yl)benzofuran-2-carboxylic acid ethyl ester C(C)OC(=O)C=1OC2=C(C1)C=CC(=C2)N2CCN(CC2)C